(2R,3S,4R,5R)-N-(3-carbamoyl-4-fluoro-phenyl)-3-(3,4-difluoro-2-methoxy-phenyl)-4,5-dimethyl-5-(trifluoromethyl)tetrahydrofuran-2-carboxamide C(N)(=O)C=1C=C(C=CC1F)NC(=O)[C@@H]1O[C@]([C@@H]([C@H]1C1=C(C(=C(C=C1)F)F)OC)C)(C(F)(F)F)C